(S)-N-(2-(2-(2-hydroxyacetyl)pyrrolidin-1-yl)-2-oxoethyl)quinoline-4-carboxamide OCC(=O)[C@H]1N(CCC1)C(CNC(=O)C1=CC=NC2=CC=CC=C12)=O